C1=CC=C(C=C1)NF fluoroaniline